C1(CC1)C=1C(=NC=C(C1)N1CCN(CC1)CC=1C=NC=2C=C(C(NC2C1)=O)CC)C(=O)NC cyclopropyl-5-(4-((7-ethyl-6-oxo-5,6-dihydro-1,5-naphthyridin-3-yl)methyl)piperazin-1-yl)-N-methylpyridineamide